BrCC(=O)N1CC(N(CC1)C1C(N(C(CC1)=O)C(=O)OC(C)(C)C)=O)=O Tert-Butyl 3-(4-(2-bromoacetyl)-2-oxopiperazin-1-yl)-2,6-dioxopiperidine-1-carboxylate